C(CCC)[Sn](C1=NC=CC=C1)(CCCC)CCCC 2-tri-n-butylstannyl-pyridine